CN1N=C(C=C1C1=CC=2NC=3C(=CC(=CC3C2C=N1)C(=O)O)OC)C 3-(1,3-dimethyl-1H-pyrazol-5-yl)-6-methoxy-5H-pyrido[4,3-b]Indole-8-carboxylic acid